COC=1C=C(OCC(=O)O)C=CC1 2-(3-methoxyphenoxy)acetic acid